2-(cyclopropylsulfonyl)-3-nitropyridine C1(CC1)S(=O)(=O)C1=NC=CC=C1[N+](=O)[O-]